Cl.CNC[C@@H]1OCCCC2=C1C=CC=C2C2=NC=CC=C2 (R)-N-Methyl-1-(6-(pyridin-2-yl)-1,3,4,5-tetrahydrobenzo[c]oxepin-1-yl)methanamine hydrochloride salt